C(=O)(OC(C)(C)C)N[C@@H](C)C(=O)Cl N-Boc-alanyl chloride